(S)-6-(2-Chloro-3-(3-chloro-2-(8-methoxy-2-((5-oxopyrrolidin-2-yl)methyl)-1,2,3,4-tetrahydroisoquinolin-6-yl)pyridin-4-yl)phenyl)-2-methoxynicotinaldehyde ClC1=C(C=CC=C1C1=C(C(=NC=C1)C=1C=C2CCN(CC2=C(C1)OC)C[C@H]1NC(CC1)=O)Cl)C1=NC(=C(C=O)C=C1)OC